N'-acetyl-2-(5-fluoro-1-(1-((1s,4s)-4-isopropylcyclohexyl)piperidin-4-yl)-2-oxoindolin-3-yl)acetohydrazide C(C)(=O)NNC(CC1C(N(C2=CC=C(C=C12)F)C1CCN(CC1)C1CCC(CC1)C(C)C)=O)=O